NC=1C=C(C(=O)NC2=CC=CC=C2)C=CC1N 3,4-diaminobenzanilide